BrC1=NN2CCOCC3(C2=C1)CC3 2'-bromo-7',8'-dihydro-5'H-spiro[cyclopropane-1,4'-pyrazolo[1,5-d][1,4]oxazepine]